1-(4-Methylphenyl)-N-(2-oxo-1-propyl-1,2,3,4-tetra-hydrochinolin-6-yl)methansulfonamid CC1=CC=C(C=C1)CS(=O)(=O)NC=1C=C2CCC(N(C2=CC1)CCC)=O